FC=1C=C(C=NC1F)B(O)O (5,6-difluoropyridin-3-yl)boronic acid